benzyl ((1S)-2,2-dicyclopropyl-1-(4-fluoro-5-((2-oxopyrrolidin-3-yl)methyl)-1H-benzo[d]imidazol-2-yl)ethyl)carbamate C1(CC1)C([C@@H](C1=NC2=C(N1)C=CC(=C2F)CC2C(NCC2)=O)NC(OCC2=CC=CC=C2)=O)C2CC2